(Z)-2-chloro-3-(2-fluoro-2-(5,6,7,8-tetrahydro-2,7-naphthyridin-3-yl)ethenyl)phenol ClC1=C(C=CC=C1\C=C(\C=1N=CC=2CNCCC2C1)/F)O